2-(((5-(4-(2-methoxyphenyl)-6-methylpyridine-3-carboxamido)-1,3,4-thiadiazol-2-yl)oxy)methyl)-7,8-dihydro-5H-1,6-naphthyridine-6-carboxylic acid tert-butyl ester C(C)(C)(C)OC(=O)N1CC=2C=CC(=NC2CC1)COC=1SC(=NN1)NC(=O)C=1C=NC(=CC1C1=C(C=CC=C1)OC)C